7-(1-bromoethyl)-6-fluoro-1-methyl-1,5-dihydro-4H-pyrazolo[4,3-c]quinolin-4-one BrC(C)C=1C=CC=2C3=C(C(NC2C1F)=O)C=NN3C